(Z)-6-(dimethylamino)-4-(N'-hydroxycarbamimidoyl)pyridine-2-carboxylic acid methyl ester COC(=O)C1=NC(=CC(=C1)/C(/N)=N/O)N(C)C